ethyl 2-[[[(2R)-2-[tert-butoxycarbonyl(methyl)amino]propanoyl]amino]methyl]-8-fluoro-6,7-dihydro-5H-cyclopenta[f][1,3]benzoxazole-6-carboxylate C(C)(C)(C)OC(=O)N([C@@H](C(=O)NCC=1OC2=C(N1)C=C1C(=C2F)CC(C1)C(=O)OCC)C)C